((R)-1-(3-(((R)-1-acryloylpyrrolidin-2-yl)methyl)ureido)-2-phenylethyl)boronic acid C(C=C)(=O)N1[C@H](CCC1)CNC(N[C@@H](CC1=CC=CC=C1)B(O)O)=O